NC(C(C(CC1=CC=C(C=C1)C(F)(F)F)NC(=O)C=1C(=NN(C1)C)C1=C(C=CC=C1)F)=O)=O N-(4-amino-3,4-dioxo-1-(4-(Trifluoromethyl)phenyl)butan-2-yl)-3-(2-fluorophenyl)-1-methyl-1H-pyrazole-4-carboxamide